FC(OC1=CC=CC=2C(N([C@H]3C=4N([C@@H](C21)C3)C3=C(N4)C=CC(=C3)C#CC=3C=NC(=CC3)P(=O)(C)C)C([2H])([2H])[2H])=O)F (7R,14R)-1-(difluoromethoxy)-11-((6-(dimethylphosphoryl)pyridin-3-yl)ethynyl)-6-(methyl-d3)-6,7-dihydro-7,14-methanobenzo[f]benzo[4,5]imidazo[1,2-a][1,4]diazocin-5(14H)-one